[18F][C@@]1(C(O[C@@H]([C@H]([C@@H]1O)O)CO)N=[N+]=[N-])O 2-[18F]fluoroglucopyranosyl azide